4-(7-(8-methyl-[1,2,4]triazolo[1,5-a]pyridin-6-yl)-9H-carbazol-3-yl)piperidine-1-carboxylic acid tert-butyl ester C(C)(C)(C)OC(=O)N1CCC(CC1)C=1C=CC=2NC3=CC(=CC=C3C2C1)C=1C=C(C=2N(C1)N=CN2)C